FC(OC1=CC=C(C=C1)C=1C(N(C=C2C1N=C(N=C2)OCC)C=2C=C1C=CC=NC1=CC2)=O)F 8-(4-(difluoromethoxy)phenyl)-2-ethoxy-6-(quinolin-6-yl)pyrido[4,3-d]pyrimidin-7(6H)-one